N-[(5-Chlorothiophen-2-yl)methyl]-1-(2-methoxybenzoyl)-3-[1-(2,2,2-trifluoroethyl)piperidin-4-yl]-1H-pyrazol-5-amin ClC1=CC=C(S1)CNC1=CC(=NN1C(C1=C(C=CC=C1)OC)=O)C1CCN(CC1)CC(F)(F)F